4-oxo-N-[[6-[[[rac-(1S,2R,4S)-7-oxabicyclo[2.2.1]hept-5-en-2-yl]methylamino]methyl]imidazo[1,2-a]pyridin-2-yl]methyl]pyrido[1,2-a]pyrimidine-2-carboxamide O=C1C=C(N=C2N1C=CC=C2)C(=O)NCC=2N=C1N(C=C(C=C1)CNC[C@@H]1[C@@H]3C=C[C@H](C1)O3)C2 |r|